(4-(((3R,4R)-1-(2-cyanoacetyl)-4-methylpiperidin-3-yl)(methyl)amino)-7H-pyrrolo[2,3-d]pyrimidin-7-yl)methyl 2-(4-((2-oxocyclopentyl)methyl)phenyl)propionate O=C1C(CCC1)CC1=CC=C(C=C1)C(C(=O)OCN1C=CC2=C1N=CN=C2N(C)[C@H]2CN(CC[C@H]2C)C(CC#N)=O)C